FC(C(F)(F)F)(S(=O)(=O)[N-]S(=O)(=O)C(C(F)(F)F)(F)F)F.[Li+] Lithium bis(pentafluoroethylsulfonyl)amide